N1C(=NC2=C1C=CC=C2)C2=NNC1=CC=C(C=C21)C(=O)N2CCN(CC2)C2=CC=CC=C2 (3-(1H-benzo[d]imidazol-2-yl)-1H-indazol-5-yl)(4-phenylpiperazin-1-yl)methanone